N-methyl-norleucine CN[C@@H](CCCC)C(=O)O